ClC1=CN=C2N1C=C(C=N2)C=2C=CN1N=C(N=CC12)NCC1(CC1)C 5-(3-chloroimidazo[1,2-a]pyrimidin-6-yl)-N-((1-methylcyclopropyl)methyl)pyrrolo[2,1-f][1,2,4]triazin-2-amine